BrC(C1=C(C(=CC=C1)C(Br)(Br)Br)OP(O)(O)=O)(Br)Br 2,6-bis(tribromomethyl)phenyl-phosphoric acid